The molecule is a pyrrolidinone that is 1,5-dimethylpyrrolidine-2,4-dione substituted by a 1-hydroxy-13-methyltetradecylidene moiety at position 3. Isolated from the marine sponge Melophlus sarasinorum and other species of genus Melophlus, it exhibits cytotoxicity against murine leukemia cell line. It has a role as a metabolite and an antineoplastic agent. It is an enol, a lactam and a member of pyrrolidin-2-ones. CC1C(=C(C(=O)N1C)C(=O)CCCCCCCCCCCC(C)C)O